tetrapropylammonium triacetoxyborohydride C(C)(=O)O[BH-](OC(C)=O)OC(C)=O.C(CC)[N+](CCC)(CCC)CCC